5-bromo-2-[3-(1-methylazetidin-3-yl)cyclobutyl]-1,3-benzothiazole BrC=1C=CC2=C(N=C(S2)C2CC(C2)C2CN(C2)C)C1